C(#N)N(C(=O)C1=CC2=CC=CC(=C2C=C1)OC1=CC=C(C=C1)C(F)(F)F)C N-cyano-N-methyl-5-(4-(trifluoromethyl)phenoxy)-2-naphthamide